CSC1=NC(=NS1)C1=CC=C(C=C1)NC(OC(C)(C)C)=O tert-butyl (4-(5-(methylthio)-1,2,4-thiadiazol-3-yl)phenyl)carbamate